C12CN(CC2C1)C1=NC=C(C=N1)CN1N=CC(=C1)C(=O)O 1-((2-(3-Azabicyclo[3.1.0]hexan-3-yl)pyrimidin-5-yl)methyl)-1H-pyrazole-4-carboxylic acid